FC=1C(=NC(=NC1)NC1=NC=C(C=C1)N1CC2(C1)CN(CC2)C)C2=C(C=1C(N(CC3(C1S2)CC3)C)=O)C 2'-(5-Fluoro-2-((5-(6-methyl-2,6-diazaspiro[3.4]octan-2-yl)pyridin-2-yl)amino)pyrimidin-4-yl)-3',5'-dimethyl-5',6'-dihydro-4'H-spiro[cyclopropane-1,7'-thieno[3,2-c]pyridin]-4'-one